(E)-N-(3-fluoro-2-ethoxyphenyl)-2-(hydroxyimino)acetamide methyl-2-(6-bromo-5-fluoro-1-oxo-4-(trifluoromethyl)-3,4-dihydroisoquinolin-2(1H)-yl)acetate COC(CN1C(C2=CC=C(C(=C2C(C1)C(F)(F)F)F)Br)=O)=O.FC=1C(=C(C=CC1)NC(/C=N/O)=O)OCC